COC(NC1CC2(CCOCC2)OC2=CC(=CC=C12)C1=C(C=CC(=C1)NC(C1=CC(=NC=C1)C(F)(F)F)=O)C)=O (7-(2-methyl-5-(2-(trifluoromethyl)isonicotinamido)phenyl)-2',3',5',6'-tetrahydrospiro[chromane-2,4'-pyran]-4-yl)carbamic acid methyl ester